racemic-tert-butyl (3R*,4S*)-3-(6-(1H-pyrazol-1-yl)pyridin-3-yl)-4-hydroxypiperidine-1-carboxylate N1(N=CC=C1)C1=CC=C(C=N1)[C@@H]1CN(CC[C@@H]1O)C(=O)OC(C)(C)C |r|